C[SiH](OC(C)=O)C Dimethyl-acetoxysilane